chloro-1-(1-methyl-1H-pyrazol-4-yl)-1H-pyrrolo[2,3-b]pyridine-4-carboxylic acid methyl ester COC(=O)C=1C2=C(N=CC1)N(C(=C2)Cl)C=2C=NN(C2)C